FC(C1=CC=C(C=C1)N1CC(CC2=CC=NC=C12)N)(F)F 1-(4-(trifluoromethyl)phenyl)-1,2,3,4-tetrahydro-1,7-naphthyridin-3-amine